ClC=1C(=CC2=C(N=C(O2)C)C1)N 5-chloro-2-methylbenzo[d]oxazol-6-amine